N-(38-Oxo-2,5,8,11,14,17,20,23,26,29,32,35-dodecaoxaoctatriacontan-38-yl)-L-alanyl-D-alanine O=C(CCOCCOCCOCCOCCOCCOCCOCCOCCOCCOCCOCCOC)N[C@@H](C)C(=O)N[C@H](C)C(=O)O